(2S,3R)-2-amino-3-(2,2,2-trifluoro-1,1-dimethyl-ethoxy)butanoic acid N[C@H](C(=O)O)[C@@H](C)OC(C(F)(F)F)(C)C